tert-butyl (3S)-4-(4-{5-[(4S)-2-amino-3-cyano-4-methyl-4,5,6,7-tetrahydro-1-benzo-thiophen-4-yl]-1,2,4-oxadiazol-3-yl}pyrimidin-2-yl)-3-methyl-1,4-diazepane-1-carboxylate NC=1SC2=C(C1C#N)[C@@](CCC2)(C)C2=NC(=NO2)C2=NC(=NC=C2)N2[C@H](CN(CCC2)C(=O)OC(C)(C)C)C